NC=1C(=C(C=CC1)[C@]1(N/C(/N(C(C1)=O)C1CC(C1)(C(F)(F)F)O)=N\C(OC(C)(C)C)=O)C)Cl tert-Butyl (NE)-N-{(4S)-4-(3-amino-2-chlorophenyl)-1-[3-hydroxy-3-(trifluoromethyl)-cyclobutyl]-4-methyl-6-oxohexahydropyrimidin-2-ylidene}carbamate